tetracarboxylphenyl-iridium C(=O)(O)C=1C(=C(C(=C(C1)[Ir])C(=O)O)C(=O)O)C(=O)O